C(C)(=O)N1CCC=C(C1)C1=CC(=C2C=C(NC2=C1F)C(N(C)C)=O)C1=CC(=C(C=C1Cl)N1CCN(CC1)C(=O)OC(C)(C)C)F tert-butyl 4-[4-[6-(1-acetyl-3,6-dihydro-2H-pyridin-5-yl)-2-(dimethylcarbamoyl)-7-fluoro-1H-indol-4-yl]-5-chloro-2-fluoro-phenyl]piperazine-1-carboxylate